FC=1C=C(C=CC1F)C1C(C1)NC=1C2=C(N=C(N1)SCCC)N(N=N2)C2C(C(C(C2)OCCO)O)O 3-[7-[[2-[3,4-Difluorophenyl]cyclopropyl]amino]-5-(propylthio)-3H-1,2,3-triazolo[4,5-d]pyrimidin-3-yl]-5-(2-hydroxyethoxy)-cyclopentane-1,2-diol